CC1=C(C=CC(=C1C(C)(C)C)C)O 2,4-dimethyl-tert-butylphenol